FC1(CC(CC1)CCNC(=O)N1C(=NC(=C1)C)OC)F N-(2-(3,3-Difluorocyclopentyl)ethyl)-2-methoxy-4-methyl-1H-imidazole-1-carboxamide